CC[C@]12C[C@H]([C@@H]3[C@H]4CCC(=O)CC4=CC[C@H]3[C@@H]1CCC2=O)O 11A-hydroxy-18-methyl-estr-4-ene-3,17-dione